C1C(CC12OCCO2)C=O 5,8-dioxaspiro[3.4]octane-2-carbaldehyde